COC(C1=C(C=CC=C1C1=NC=CN=C1C=1SC=C(C1)NC(=O)NC1CCC1)OC)=O 6-(4-(3-Cyclobutylureido)thiophen-2-ylpyrazin-2-yl)-2-methoxybenzoic acid methyl ester